9,9'-(4,6-bis(4,6-diphenyl-1,3,5-triazin-2-yl)-2-(3-phenyl-9H-carbazol-9-yl)-1,3-phenylene)bis(9H-carbazole) C1(=CC=CC=C1)C1=NC(=NC(=N1)C1=CC=CC=C1)C1=C(C(=C(C(=C1)C1=NC(=NC(=N1)C1=CC=CC=C1)C1=CC=CC=C1)N1C2=CC=CC=C2C=2C=CC=CC12)N1C2=CC=CC=C2C=2C=C(C=CC12)C1=CC=CC=C1)N1C2=CC=CC=C2C=2C=CC=CC12